(1R,3R)-3-((S)-2-(4-Methoxybenzyl)-6-(methoxycarbonyl)-7-methyl-6,7,8,9-tetrahydro-3H-imidazo[4,5-f]chinolin-3-yl)cyclohexan COC1=CC=C(CC=2N(C=3C(=C4CC[C@@H](N(C4=CC3)C(=O)OC)C)N2)C2CCCCC2)C=C1